N/C(/C(=O)N)=C/C(=O)O aminomaleic acid monoamide